OC1=C(C=CC(=C1CC=C(CCCC(C)(C)O)C)O)C1(COC2=C(C1=O)C(=CC(=C2)O)O)O 3-(2,4-dihydroxy-3-(7-hydroxy-3,7-dimethyloct-2-en-1-yl)phenyl)-3,5,7-trihydroxybenzopyran-4-one